C(C)O[Si](CCOCC1CO1)(OCC)OCC triethoxyglycidoxyethyl-silane